FC(C1=NN=C(S1)C1=CN=C2N1C=C(C=C2N2C[C@H](N(CC2)C(C(C)C)=O)C)S(=O)(=O)NC2(COC2)C)F (R)-3-(5-(difluoromethyl)-1,3,4-thiadiazol-2-yl)-8-(4-isobutyryl-3-methylpiperazin-1-yl)-N-(3-methyloxetan-3-yl)imidazo[1,2-a]pyridine-6-sulfonamide